C1(=CC=CC=C1)NC1=NC(=CC=C1C(CC)=O)C(F)(F)F 1-(2-(phenylamino)-6-(trifluoromethyl)pyridin-3-yl)propan-1-one